4-(3H-INDOL-5-YL)-N-(PYRIDIN-2-YL)PYRIMIDIN-2-AMINE N1=CCC2=CC(=CC=C12)C1=NC(=NC=C1)NC1=NC=CC=C1